3-((1-(2,7-dimethyl-1-oxo-3-phenyl-1,2-dihydroisoquinolin-5-yl)ethyl)amino)-5,6-dihydro-4H-pyrrolo[1,2-b]pyrazole-2-carboxylic acid CN1C(C2=CC(=CC(=C2C=C1C1=CC=CC=C1)C(C)NC1=C2N(N=C1C(=O)O)CCC2)C)=O